heptadecane-5,11-diol CCCCC(CCCCCC(CCCCCC)O)O